(1R,2R,3S,4s)-3-benzyl-3-ethylbicyclo[2.2.1]heptan-2-amine hydrochloride Cl.C(C1=CC=CC=C1)[C@@]1([C@@H]([C@@H]2CC[C@H]1C2)N)CC